aminocyclobutan-1-ol NC1(CCC1)O